1-(2,6-dimethoxyphenyl)ethanone COC1=C(C(=CC=C1)OC)C(C)=O